4-(5-(trifluoromethyl)pyridin-2-yl)benzaldehyde FC(C=1C=CC(=NC1)C1=CC=C(C=O)C=C1)(F)F